C(C)(C)(C)C1=C(C(=CC(=C1)C)C(C)(C)C)O 2,6-bis-tert-butyl-4-methylphenol